(R)-(+)-1-(2-fluoro-4-methylphenyl)propyl isocyanate FC1=C(C=CC(=C1)C)[C@@H](CC)N=C=O